1-(2-(aminomethyl)-6-cyclopropyl-imidazo[1,2-a]pyridin-8-yl)-4,4-dimethyl-pyrrolidin-2-one NCC=1N=C2N(C=C(C=C2N2C(CC(C2)(C)C)=O)C2CC2)C1